C(C1=CC=CC=C1)OC(=O)N1[C@H](CN(CC1)C=1C2=C(N=C(N1)N1[C@@H](CCC1)CO)CN(C2)C(=O)[O-])CC#N 4-((S)-4-((benzyloxy)carbonyl)-3-(cyanomethyl)piperazin-1-yl)-2-((S)-2-(hydroxymethyl)pyrrolidin-1-yl)-5,7-dihydro-6H-pyrrolo[3,4-d]pyrimidine-6-carboxylate